C(C1=CC=CC=C1)OC(=O)N1CC(C1)C1=NC(=C2N1C=CN=C2Cl)Br 3-(1-bromo-8-chloroimidazo[1,5-a]pyrazin-3-yl)azetidine-1-carboxylic acid benzyl ester